5-(4-([1,2,4]Triazolo[4,3-a]pyrimidin-6-ylmethoxy)phenyl)-2-oxo-6-(trifluoromethyl)-1,2-dihydropyridine-3-carboxamide N=1N=CN2C1N=CC(=C2)COC2=CC=C(C=C2)C=2C=C(C(NC2C(F)(F)F)=O)C(=O)N